[Cl-].COC[NH3+] methoxymethylammonium chloride